2-(2,3-dihydro-1H-inden-2-yl)-N-((1R,2R)-1-hydroxy-1-(5-methoxypyridin-2-yl)-3-(pyrrolidin-1-yl)propan-2-yl)acetamide C1C(CC2=CC=CC=C12)CC(=O)N[C@@H]([C@H](C1=NC=C(C=C1)OC)O)CN1CCCC1